Phenol formate C(=O)OC1=CC=CC=C1